N1C(=NC2=C1C=CC=C2)C2=NNC=C2NC2=NC=NC1=C2OCCN1 N-(3-(1H-benzo[d]imidazol-2-yl)-1H-pyrazol-4-yl)-7,8-dihydro-6H-pyrimido[5,4-B][1,4]oxazin-4-amine